4-fluoro-3-[2-({[3-fluoro-1-(3-fluoro(2-pyridyl))cyclobutyl]methyl}amino)pyrimidin-5-yl]-2-hydroxybenzamide FC1=C(C(=C(C(=O)N)C=C1)O)C=1C=NC(=NC1)NCC1(CC(C1)F)C1=NC=CC=C1F